1-(2-cyanoacetyl)-2-(trifluoromethyl)-1,2,3,6-tetrahydropyridin C(#N)CC(=O)N1C(CC=CC1)C(F)(F)F